C(CC)(=O)OC1C(CC1)C(NC1=NN(C=C1CNC(=O)OC(C)(C)C)C(N(C)C)=O)=O 2-((4-(((tert-butoxycarbonyl)amino)methyl)-1-(dimethylcarbamoyl)-1H-pyrazol-3-yl)carbamoyl)cyclobutyl propionate